tetrabutylammonium C(CCC)[N+](CCCC)(CCCC)CCCC